2-bromo-4,6-dimethyl-5,7-dihydro-3-oxa-1-thia-7-azaacenaphthylen-8(4H)-one BrC=1SC=2C(NC(=C3CC(OC1C23)C)C)=O